3-((3-bromopyridin-2-yl)methyl)-2-((2-fluoropyridin-4-yl)methyl)isoindolin-1-one BrC=1C(=NC=CC1)CC1N(C(C2=CC=CC=C12)=O)CC1=CC(=NC=C1)F